1-(2-((S)-1-(3,4-difluorophenyl)-6-oxopiperidine-2-yl)-1-((trans)-4-methoxycyclohexyl)-1H-benzo[d]imidazole-5-yl)-3-methylurea FC=1C=C(C=CC1F)N1[C@@H](CCCC1=O)C1=NC2=C(N1[C@@H]1CC[C@H](CC1)OC)C=CC(=C2)NC(=O)NC